Ethyl (S)-3-amino-3-(4-fluoro-2'-(hex-5-en-1-yl)-4',6'-dimethyl-5-(trifluoromethyl)-[1,1'-biphenyl]-3-yl)propanoate hydrochloride Cl.N[C@@H](CC(=O)OCC)C=1C=C(C=C(C1F)C(F)(F)F)C1=C(C=C(C=C1C)C)CCCCC=C